1-(5-bromo-2-methylphenylsulfonimidoyl)azetidine BrC=1C=CC(=C(C1)S(=O)(=N)N1CCC1)C